N-(3-(2'-fluoro-[1,1'-biphenyl]-4-yl)propyl)pyrimidine-5-carboxamide FC1=C(C=CC=C1)C1=CC=C(C=C1)CCCNC(=O)C=1C=NC=NC1